10-(phenyl-2,3,4,5,6-d5)-9-anthrylboronic acid C1(=C(C(=C(C(=C1[2H])[2H])[2H])[2H])[2H])C1=C2C=CC=CC2=C(C2=CC=CC=C12)B(O)O